ClC1=C(C=2C(=NSN2)C=C1)[N+](=O)[O-] 5-chloro-4-nitro-2,1,3-benzothiadiazole